(2-(3-(1-methyl-1H-indazol-6-yl)-1,4-dihydrothieno[2',3':4,5]cyclopenta[1,2-c]pyrazol-6-yl)pyridin-4-yl)(morpholino)methanone CN1N=CC2=CC=C(C=C12)C=1C2=C(NN1)C1=C(C2)SC(=C1)C1=NC=CC(=C1)C(=O)N1CCOCC1